C1(=CC=CC=C1)C(CO)O 1-phenyl-ethane-1,2-diol